C(C=C)(=O)NC1=CC(=CS1)C(=O)NC1=NC2=C(N1[C@H]1CNCCCC1)C(=CC=C2)C (R)-5-acrylamido-N-(1-(azepan-3-yl)-7-methyl-1H-benzo[d]imidazol-2-yl)thiophene-3-carboxamide